CN(S(=O)(=O)C1=C(C=C(C=C1)[N+](=O)[O-])C)C N,N,2-trimethyl-4-nitrobenzenesulfonamide